1H-BENZIMIDAZOL-5-YL PIVALATE C(C(C)(C)C)(=O)OC1=CC2=C(NC=N2)C=C1